COC[C@H]1C[C@H]2CC(CN2C1)=C (2s,7as)-2-(methoxymethyl)-6-methylenetetrahydro-1H-pyrrolizin